[Na+].NC1=CC=C(C=C1)S(=O)(=O)[O-] p-aminobenzenesulfonate sodium salt